C1(CC1)C1=NN2C(C=CC=C2C)=C1C(=O)O 2-cyclopropyl-7-methylpyrazolo[1,5-a]pyridine-3-carboxylic acid